1'-[(benzyloxy)carbonyl]-7-{[(2,6-dioxopiperidin-3-yl)amino]methyl}-3,4-dihydrospiro[2-benzopyran-1,4'-piperidine]-6-carboxylic acid C(C1=CC=CC=C1)OC(=O)N1CCC2(CC1)OCCC1=C2C=C(C(=C1)C(=O)O)CNC1C(NC(CC1)=O)=O